(E)-3-((2-acetyl-2-methylhydrazono)methyl)-5-fluoro-4-hydroxy-N-(5-(3-(pyrrolidin-1-yl)phenyl)thiazol-2-yl)benzamide C(C)(=O)N(\N=C\C=1C=C(C(=O)NC=2SC(=CN2)C2=CC(=CC=C2)N2CCCC2)C=C(C1O)F)C